(S)-8-(3-(4-(aminomethyl)cyclohexane-1-carboxamido)propoxy)-N-(2-(2-cyano-4,4-difluoropyrrolidin-1-yl)-2-oxoethyl)quinoline-4-carboxamide NCC1CCC(CC1)C(=O)NCCCOC=1C=CC=C2C(=CC=NC12)C(=O)NCC(=O)N1[C@@H](CC(C1)(F)F)C#N